N1(CCC1)C1=NC(=NC(=C1O)CCCCCCCCCCCCCCCC)OC1CCC1 Azetidin-1-yl-2-cyclobutanoxy-6-hexadecylpyrimidin-5-ol